tert-butyl (2-(2-((2-(2-chloro-4-(5-(1-(cyanomethyl)-3-(trifluoromethyl)-1H-pyrazol-4-yl)-1-methyl-1H-imidazole-2-carboxamido)benzamido)ethyl)amino)acetamido)ethyl)carbamate ClC1=C(C(=O)NCCNCC(=O)NCCNC(OC(C)(C)C)=O)C=CC(=C1)NC(=O)C=1N(C(=CN1)C=1C(=NN(C1)CC#N)C(F)(F)F)C